Benzyl ((S)-1-(((S)-4-methyl-1-oxo-1-(((S)-4,4,4-trifluoro-3-oxo-1-((S)-2-oxopiperidin-3-yl)butan-2-yl)amino)pentan-2-yl)amino)-3-(naphthalen-1-yl)-1-oxopropan-2-yl)carbamate CC(C[C@@H](C(N[C@@H](C[C@H]1C(NCCC1)=O)C(C(F)(F)F)=O)=O)NC([C@H](CC1=CC=CC2=CC=CC=C12)NC(OCC1=CC=CC=C1)=O)=O)C